COCC1(OC(C=2C(=C3C4C(C(OC3=CC2CCCCC)(C)C)CCC(=C4)C)O1)=O)C 2-(methoxymethyl)-2,8,8,11-tetramethyl-5-pentyl-8a,9,10,12a-tetrahydro-4H,8H-benzo[c][1,3]dioxino[4,5-f]chromen-4-one